[N+](=O)([O-])C=1C=C(C(=C(C1)[N+](=O)[O-])C(C)C)C 4,6-dinitro-o-cymen